C1N(CCC2=CC=CC=C12)CCN 2-(3,4-dihydroisoquinolin-2(1H)-yl)ethanamine